FC1(CN(CCC1)CC1=C(C=CC=C1)C1=CC=C(C=C1)C=1C=C(C2=C(NC(=N2)C)C1)C(=O)O)F 6-(2'-((3,3-difluoropiperidin-1-yl)methyl)-[1,1'-biphenyl]-4-yl)-2-methyl-1H-benzo[d]imidazole-4-carboxylic acid